N-[7-benzyloxy-5-fluoro-6-(1,1,4-trioxo-1,2,5-thiadiazolidin-2-yl)-2-naphthyl]-4-[[1-(2,6-dioxo-3-piperidyl)-3-methyl-2-oxo-benzimidazol-5-yl]methyl]piperidine-1-carboxamide C(C1=CC=CC=C1)OC1=C(C(=C2C=CC(=CC2=C1)NC(=O)N1CCC(CC1)CC1=CC2=C(N(C(N2C)=O)C2C(NC(CC2)=O)=O)C=C1)F)N1S(NC(C1)=O)(=O)=O